OCCOCC(C(C)=O)(C)C=1C=C(C=CC1)CCC(=O)OCC ethyl 3-(3-(1-(2-hydroxyethoxy)-2-methyl-3-oxobutan-2-yl)phenyl)propanoate